N-(4-(5-(4-acryloylpiperazin-1-yl)pyrimidin-4-yl)-2-methylbenzyl)-3-(tert-butyl)-1,2,4-oxadiazole-5-carboxamide C(C=C)(=O)N1CCN(CC1)C=1C(=NC=NC1)C1=CC(=C(CNC(=O)C2=NC(=NO2)C(C)(C)C)C=C1)C